5-methyl-2-((4-((S)-1-phenylethoxy)benzoyl)glycyl)-2-azabicyclo[3.1.0]hexane-3-carboxamide CC12CC(N(C2C1)C(CNC(C1=CC=C(C=C1)O[C@@H](C)C1=CC=CC=C1)=O)=O)C(=O)N